(2S)-2-aminononanoic acid N[C@H](C(=O)O)CCCCCCC